C12CNCC(CC1)N2C(=O)OC(C)(C)C tert-Butyl 3,8-diazabicyclo[3.2.1]octane-8-carboxylate